tris(isopropyl)phosphonium chloride [Cl-].C(C)(C)[PH+](C(C)C)C(C)C